(5Z)-5-[[1-(2-chlorophenyl)pyrazol-4-yl]methylene]-3-ethyl-2-thioxo-thiazolidin-4-one ClC1=C(C=CC=C1)N1N=CC(=C1)\C=C/1\C(N(C(S1)=S)CC)=O